5,6-bis(benzylideneamino)-2-mercapto-pyrimidin-4-ol C(C1=CC=CC=C1)=NC=1C(=NC(=NC1N=CC1=CC=CC=C1)S)O